5-((4-(2-(2,6-Dichlorophenyl)-3-(hydroxymethyl)imidazo[2,1-f][1,6]naphthyridin-9-yl)-1H-pyrazol-1-yl)methyl)picolinic acid ClC1=C(C(=CC=C1)Cl)C=1N=C2C=3C=C(C=NC3C=CN2C1CO)C=1C=NN(C1)CC=1C=CC(=NC1)C(=O)O